N,N-diethyl-2-(4-hydroxytetrahydro-2H-pyran-4-yl)acetamide C(C)N(C(CC1(CCOCC1)O)=O)CC